1-(tert-butyl)-4-(4-chlorophenyl)pyrrolidine C(C)(C)(C)N1CCC(C1)C1=CC=C(C=C1)Cl